C(C)(C)[C@]1(CC=2C=C(C(=NC2C=2N1C=C(C(C2)=O)C(=O)O)OC)OCCCOC)C (R)-6-isopropyl-2-methoxy-3-(3-methoxypropoxy)-6-methyl-10-oxo-5,10-dihydro-6H-pyrido[1,2-H][1,7]naphthyridine-9-carboxylic acid